5-chloro-2-methyl-N-((1r,4r)-4-((2-oxo-3-(5-(pyrrolidin-1-yl)pyridin-3-yl)-2,3-dihydro-1H-benzo[d]imidazol-1-yl)methyl)cyclohexyl)nicotinamide ClC=1C=NC(=C(C(=O)NC2CCC(CC2)CN2C(N(C3=C2C=CC=C3)C=3C=NC=C(C3)N3CCCC3)=O)C1)C